ClC1=C(N=CC=2NC([C@@H](N=C(C21)C2=C(C=CC=C2F)Cl)C)=S)C(F)(F)F (3S)-6-chloro-5-(2-chloro-6-fluoro-phenyl)-3-methyl-7-(trifluoromethyl)-1,3-dihydropyrido[3,4-e][1,4]diazepine-2-Thione